(1R,2R,4S,5R)-2-(hydroxymethyl)-2-(methoxymethyl)-4,5-dimethylquinuclidin-3-one OC[C@@]1(N2C[C@@H]([C@@](C1=O)(CC2)C)C)COC